Ethyl (2-amino-3-fluoro-5-(trifluoromethyl)-4-((4-(trifluoromethyl)benzyl)amino)phenyl)carbamate NC1=C(C=C(C(=C1F)NCC1=CC=C(C=C1)C(F)(F)F)C(F)(F)F)NC(OCC)=O